ClC1=NC=C(C(=N1)N(CC1CCN(CC1)C=1N(C=C(N1)C(F)(F)F)C)C)OC 2-chloro-5-methoxy-N-methyl-N-((1-(1-methyl-4-(trifluoromethyl)-1H-imidazol-2-yl)piperidin-4-yl)methyl)pyrimidin-4-amine